C(C1=CC=CC=C1)OC[C@@H]1CN(C[C@H](N1)C1=CC(=NC(=C1)Cl)Br)C(=O)OC(C)(C)C trans-tertbutyl 3-((benzyloxy)methyl)-5-(2-bromo-6-chloropyridin-4-yl)piperazine-1-carboxylate